1-(4-methoxyphenyl)prop-2-en-1-ol COC1=CC=C(C=C1)C(C=C)O